C(=C)OCC(C)(COC=C)C neopentyl glycol divinyl ether